FC1=C(CN2[C@@H](CCC2=O)CC(=O)NC(C(=O)NCC(C)C)C(C)C)C=CC=C1F 2-(2-((S)-1-(2,3-Difluorobenzyl)-5-oxopyrrolidin-2-yl)acetamido)-N-isobutyl-3-methylbutanamide